CC(C(C)=NO)=O methyl diketone oxime